C(=O)C1CN(CCC1)C(=O)OC(C)(C)C tert-butyl 3-formyl-piperidine-1-carboxylate